ClC1=C(C=C(C=C1)N1CCC(CC1)=O)F 1-(4-Chloro-3-fluorophenyl)piperidin-4-one